(R)-1-(1-acryloylpyrrolidin-3-yl)-4-amino-N-(5-chlorobenzo[d]oxazol-2-yl)-1H-pyrazolo[3,4-d]pyrimidine-3-carboxamide C(C=C)(=O)N1C[C@@H](CC1)N1N=C(C=2C1=NC=NC2N)C(=O)NC=2OC1=C(N2)C=C(C=C1)Cl